FC(C=1C=C(C=C(C1)C(F)(F)F)C1=C(C(=C2C=CC=CC2=C1)C=1C(=C(C=C2C=CC=CC12)C1=CC(=CC(=C1)C(F)(F)F)C(F)(F)F)O)O)(F)F (S)-3,3'-bis(3,5-bis(trifluoromethyl)phenyl)-[1,1'-binaphthyl]-2,2'-diol